CC=1O[C@@H]([C@@H]([C@@H](C1)O)O)CO methylgalactal